ethyl [4-(5-{5-[3-fluoro-5-(trifluoromethyl)phenyl]-7-[{[1-(methoxymethyl)cyclobutyl]methyl}(methyl)amino]-1H-imidazo[4,5-b]pyridin-2-yl}pyrazin-2-yl)piperazin-1-yl]acetate FC=1C=C(C=C(C1)C(F)(F)F)C1=CC(=C2C(=N1)N=C(N2)C=2N=CC(=NC2)N2CCN(CC2)CC(=O)OCC)N(C)CC2(CCC2)COC